ClCC(=O)N1CC2(C1)SCC(N2CC=2OC(=CC2)C2=CC=CC=C2)=O 2-(2-Chloroacetyl)-8-((5-Phenylfuran-2-yl)methyl)-5-thia-2,8-diazaspiro[3.4]octan-7-one